OC(CCCCCCCCCCCCCCCCC)OC(CCCCCCCCCCCCCCCCC)O 1-hydroxystearyl ether